(4-fluorophenyl)(4-((1-isopropylpiperidine-4-yl)Amino)-2-((4-morpholinophenyl)amino)-7H-pyrrolo[2,3-d]pyrimidin-5-yl)methanone FC1=CC=C(C=C1)C(=O)C1=CNC=2N=C(N=C(C21)NC2CCN(CC2)C(C)C)NC2=CC=C(C=C2)N2CCOCC2